N-(5-((6-((R)-3-(3'-fluoro-[1,1'-biphenyl]-3-yl)-isoxazolidin-2-yl)-pyrimidin-4-yl)-amino)-4-methoxy-2-((S)-2-methyl-morpholino)phenyl)acrylamide FC=1C=C(C=CC1)C1=CC(=CC=C1)[C@@H]1N(OCC1)C1=CC(=NC=N1)NC=1C(=CC(=C(C1)NC(C=C)=O)N1C[C@@H](OCC1)C)OC